(((5z,8z,11z,14z,17z)-1-ethoxyeicosa-5,8,11,14,17-penten-1-yl)oxy)triethylsilane C(C)OC(CCC\C=C/C\C=C/C\C=C/C\C=C/C\C=C/CC)O[Si](CC)(CC)CC